(S)-3-((3-(oxiran-2-ylmethoxy)phenyl)sulfonyl)cyclobutanol O1[C@@H](C1)COC=1C=C(C=CC1)S(=O)(=O)C1CC(C1)O